1-(6-[[(5-amino-1,3,4-thiadiazol-2-yl)oxy]methyl]pyridin-3-yl)cyclopropane-1-carbonitrile NC1=NN=C(S1)OCC1=CC=C(C=N1)C1(CC1)C#N